COC(=O)C1=CCCC1.CC1(CCC(CC1)=CCC=O)C 3-(4,4-Dimethylcyclohexylidene)propanal methyl-cyclopent-1-ene-1-carboxylate